C(#N)C=1C=NN2C1C(=CC(=C2)OCC(C)(C)O)C=2C=CC(=NC2)N2C[C@@H]1[C@H](C2)CC(C1)NC(C1=CN=C(C=C1)OC)=O N-((3aR,5r,6aS)-2-(5-(3-cyano-6-(2-hydroxy-2-methylpropoxy)pyrazolo[1,5-a]pyridin-4-yl)pyridin-2-yl)octahydrocyclopenta[c]pyrrol-5-yl)-6-methoxynicotinamide